[N-](S(=O)(=O)C(F)(F)F)S(=O)(=O)C(F)(F)F.C(CCCCCCCCCCCCC)N1C=NC=C1 N-tetradecyl-imidazole bistrifluoromethanesulfonimide salt